(S)-4-(3H-[1,2,3]triazolo[4,5-b]pyridin-3-yl)-N-(azepan-4-yl)-N-(8-methylisoquinolin-1-yl)benzamide N1=NN(C2=NC=CC=C21)C2=CC=C(C(=O)N(C1=NC=CC3=CC=CC(=C13)C)[C@@H]1CCNCCC1)C=C2